NC1=CC=C(C=C1)C1=CC=C(C=C1)CC(=O)OCC1=CC=CC=C1 benzyl 2-(4'-amino-[1,1'-biphenyl]-4-yl)acetate